5-((5-Fluoro-2-(2-hydroxyethoxy)benzyl)amino)-N-methyl-1H-indazole-3-carboxamide FC=1C=CC(=C(CNC=2C=C3C(=NNC3=CC2)C(=O)NC)C1)OCCO